Ethyl-4-((1-(5-bromofuran-2-yl)ethyl)amino)-2-methylthiophene C(C)C1=C(SC=C1NC(C)C=1OC(=CC1)Br)C